3,4-dichloro-2-(2-(2-hydroxypropan-2-yl)imidazo[1,2-a]pyridin-7-yl)phenol ClC=1C(=C(C=CC1Cl)O)C1=CC=2N(C=C1)C=C(N2)C(C)(C)O